TOSYL-(4-BROMoBENZYL)-METHYLISOCYANIDE S(=O)(=O)(C1=CC=C(C)C=C1)C(CC1=CC=C(C=C1)Br)[N+]#[C-]